dimethylol-imidazolidone C(O)N1C(N(CC1)CO)=O